C1=CC=CC=2C3=CC=CC=C3C(C12)COC(=O)N(C(CC(=O)OCC=C)C(=O)N1CCOCC1)C Allyl 3-((((9H-fluoren-9-yl) methoxy) carbonyl) (methyl) amino)-4-morpholino-4-oxobutanoate